COC(CN1C(C2=CC=C(C(=C2[C@@]2([C@H](C2)F)C1)F)Cl)=O)=O 2-[(2'S,4r)-6-chloro-2',5-difluoro-1-oxo-spiro[3H-isoquinolin-4,1'-cyclopropan]-2-yl]acetic acid methyl ester